tertbutyl 2-[6-[2-cyano-3-[[ethyl(methyl)sulfamoyl]amino]-6-fluoro-phenoxy]-4-oxo-quinazolin-3-yl]-7-azaspiro[3.5]nonane-7-carboxylate C(#N)C1=C(OC=2C=C3C(N(C=NC3=CC2)C2CC3(C2)CCN(CC3)C(=O)OC(C)(C)C)=O)C(=CC=C1NS(N(C)CC)(=O)=O)F